5-(1,3-dibenzylpyrrolidin-3-yl)-6-methyl-1H-indazole C(C1=CC=CC=C1)N1CC(CC1)(CC1=CC=CC=C1)C=1C=C2C=NNC2=CC1C